O(C1=CC=CC=C1)C=1C=C(C=CC1)C1=CC=C(O1)C(C)=O 1-(5-(3-phenoxyphenyl)furan-2-yl)ethan-1-one